(3R)-3-{[2-(1,3-dimethyl-1H-pyrazol-4-yl)pyrido[3,2-e][1,2,4]triazolo[1,5-c]pyrimidin-5-yl]amino}azepan-2-one CN1N=C(C(=C1)C1=NN2C(=NC3=C(C2=N1)C=CC=N3)N[C@H]3C(NCCCC3)=O)C